N-((1R,5S,7r)-9-(5-(6-(3-cyanopyrrolo[1,2-b]pyridazin-7-yl)-4-(isopropylamino)pyridin-3-yl)-1,3,4-thiadiazol-2-yl)-3-oxa-9-azabicyclo[3.3.1]nonan-7-yl)acetamide C(#N)C1=CC=2N(N=C1)C(=CC2)C2=CC(=C(C=N2)C2=NN=C(S2)N2[C@H]1COC[C@@H]2CC(C1)NC(C)=O)NC(C)C